3-(5-(oxazol-2-yl)pyridin-3-yl)phenol O1C(=NC=C1)C=1C=C(C=NC1)C=1C=C(C=CC1)O